4-((1S,2S)-2-(difluoromethyl)cyclopropyl)-6-(2,4-dimethoxypyrimidin-5-yl)pyridazine FC([C@@H]1[C@H](C1)C1=CN=NC(=C1)C=1C(=NC(=NC1)OC)OC)F